C(C1=CC=CC=C1)OC(=O)NCC(CNCC(CCNC(OC(C)(C)C)=O)O[Si](CC)(CC)CC)O[Si](CC)(CC)CC tert-Butyl N-[4-[[3-(benzyloxycarbonylamino)-2-triethylsilyloxypropyl] amino]-3-triethylsilyloxy-butyl]carbamate